N-nitroso-N-phenylhydroxylamine aluminium salt [Al].N(=O)N(O)C1=CC=CC=C1